CC=1C(=C(N=NC1)C#N)C dimethyl-pyridazine-3-carbonitrile